ethylene oxide oxide acrylate C(C=C)(=O)O.C1C[O+]1[O-]